O1C(=NC2=C1C=CC=C2)C2=C(C(NC(=N2)N2C(C1=CC=CC=C1CC2)C2=CC=CC=C2)=O)O 6-(benzo[d]oxazol-2-yl)-5-hydroxy-2-(1-phenyl-3,4-dihydroisoquinolin-2(1H)-yl)pyrimidin-4(3H)-one